CC(C=O)CCCCCCCC=O 2-methyl-1,10-decandialdehyde